IMIDAZOLOINDAZOLE N1=NC=C2C=CC=3C(=C12)N=CN3